3-((5-((dimethyl(oxo)-λ6-sulfanylidene)amino)-1-methyl-1H-1,2,4-Triazol-3-yl)thio)propanoic acid methyl ester COC(CCSC1=NN(C(=N1)N=S(=O)(C)C)C)=O